3-Chloro-N-methyl-5-(4,4,5,5-tetramethyl-1,3,2-dioxaborolan-2-yl)pyridin-2-amine ClC=1C(=NC=C(C1)B1OC(C(O1)(C)C)(C)C)NC